N1=CC(=CC2=CC=CC=C12)N[C@@H]1CN(CC1)CC(=O)N1[C@@H](CCC1)C#N (2S)-1-[2-[(3S)-3-(3-quinolinylamino)pyrrolidin-1-yl]acetyl]pyrrolidine-2-carbonitrile